CSC(=O)C1=C2C(=CC=C1)N=NS2 The molecule is a benzothiadiazole that is the S-methyl thioester derivative of acibenzolar. A profungicide (by hydrolysis of the thioester group to give the corresponding carboxylic acid), it is used as a fungicide and plant activator on a variety of crops, including cotton, chili peppers, lettuce, onions, spinach, tobacco, and tomatoes. It has a role as a plant activator, an antifungal agrochemical and a profungicide. It is a benzothiadiazole and a thioester. It derives from an acibenzolar.